C(C=C)(=O)O.O(C)C(COCCOCCO)O methoxyl-triethylene glycol acrylate